C1(CC1)C(=O)N1CCCC2=CC(=CC=C12)C(C(=O)NC1=CC=C(C=C1)F)C 2-[1-(cyclopropanecarbonyl)-1,2,3,4-tetrahydroquinolin-6-yl]-N-(4-fluorophenyl)propanamide